(11S,12R)-11-[4-(3-aminopropoxy)phenyl]-7-fluoro-12-(2-methyl-1,2,4-triazol-3-yl)-2,3,10-triazatricyclo[7.3.1.05,13]trideca-1,5(13),6,8-tetraen-4-one NCCCOC1=CC=C(C=C1)[C@H]1NC2=CC(=CC=3C(NN=C([C@@H]1C=1N(N=CN1)C)C32)=O)F